CC=1C=C(C=C(C1)C)CC(CC)=O 1-(3,5-dimethylphenyl)butan-2-one